butyl (4-(bromomethyl)-3-fluorophenethyl)(3-fluoropropyl)carbamate BrCC1=C(C=C(CCN(C(OCCCC)=O)CCCF)C=C1)F